N-(1-ethyl-2-oxo-1,2-dihydropyridin-3-yl)-4-((2-hydroxyethyl)sulfonyl)-2-(6-azaspiro[2.5]octan-6-yl)benzamide C(C)N1C(C(=CC=C1)NC(C1=C(C=C(C=C1)S(=O)(=O)CCO)N1CCC2(CC2)CC1)=O)=O